ClC=1N=C(C2=C(N1)CC(OC2)C2=CC=CC1=CC=CC(=C21)Cl)N2C[C@H](N(C[C@@H]2C)C(=O)OC(C)(C)C)C tert-butyl (2R,5S)-4-(2-chloro-7-(8-chloronaphthalen-1-yl)-7,8-dihydro-5H-pyrano[4,3-d]pyrimidin-4-yl)-2,5-dimethylpiperazine-1-carboxylate